6-FLUORO-4-METHOXYINDOLE-3-CARBOXALDEHYDE FC1=CC(=C2C(=CNC2=C1)C=O)OC